FC1=CC=C2C3=C(C=NC(NC=4C=C(C=C(OCCCOC2=C1)N4)CSC)=C3)F 5,22-difluoro-15-(methylsulfanylmethyl)-8,12-dioxa-18,20,24-triazatetracyclo[17.3.1.1{13,17}.0{2,7}]tetracosa-1(22),2,4,6,13,15,17(24),19(23),20-nonaene